CC(CCCS(=O)(=O)O)C(C)=O 4-methyl-5-oxohexane-1-sulfonic acid